(S)-4-(2-(4-(5-chloro-2-(4-chloro-1H-1,2,3-triazol-1-yl)phenyl)-2,5-dioxapiperazin-1-yl)-3-phenylpropionamido)-2-fluorobenzamide ClC=1C=CC(=C(C1)N1CON(CO1)[C@H](C(=O)NC1=CC(=C(C(=O)N)C=C1)F)CC1=CC=CC=C1)N1N=NC(=C1)Cl